(S)-3-chloro-N-(1-(1-(5-((dimethyl(oxo)-λ6-sulfaneylidene)amino)pyridin-2-yl)-1H-1,2,4-triazol-5-yl)ethyl)-N-methyl-5-(trifluoromethoxy)benzamide ClC=1C=C(C(=O)N(C)[C@@H](C)C2=NC=NN2C2=NC=C(C=C2)N=S(=O)(C)C)C=C(C1)OC(F)(F)F